NC1=NC=CC=C1C1=NC2=C(N1C1=CC=C(CNC(=O)C=3C(=C(C(=O)O)C=CC3)F)C=C1)C=C(C=C2)C(F)(F)F 3-((4-(2-(2-aminopyridin-3-yl)-6-(trifluoromethyl)-1H-benzo[d]imidazol-1-yl)benzyl)carbamoyl)-2-fluorobenzoic acid